C(#N)C1=C(C=C(C=C1)C=1C=C(C(=O)O)C=CC1C1=CC2=C(N(N=N2)CC(C)(C)O)C(=C1F)F)F 3-(4-cyano-3-fluoro-phenyl)-4-[6,7-difluoro-1-(2-hydroxy-2-methyl-propyl)benzotriazol-5-yl]Benzoic acid